4-methyl-2-pentyl crotonate C(\C=C\C)(=O)OC(C)CC(C)C